(R)-5-(dimethylamino)pentan CN(CCCCC)C